tert-butyl 3-(4-chloro-3-fluorophenyl)-3-hydroxyazetidine-1-carboxylate ClC1=C(C=C(C=C1)C1(CN(C1)C(=O)OC(C)(C)C)O)F